3-(4-bromophenyl)-5-methylene-2-oxotetrahydro-2H-pyran-3-carboxylic acid methyl ester COC(=O)C1(C(OCC(C1)=C)=O)C1=CC=C(C=C1)Br